C1CN(CCN1CCCN)CCCNC(=O)C2=CC(=CC(=C2)O[C@@H]3[C@@H]([C@H]([C@H]([C@H](O3)CO)O)O)O)[N+](=O)[O-] n-{3-[4-(3-amino-propyl)-piperazin-1-yl]-propyl}-3-nitro-5-(galactopyranosyl)-alpha-benzamide